O1C(CCC2CCCCC12)=O 3,4,4a,5,6,7,8,8a-octahydrochromen-2-one